C(C1=CC=CC=C1)OC(CCC1C(CC1)(C(=O)OCC)C(=O)OCC)CCC Diethyl 3-benzyloxyhexyl-cyclobutane-1,1-dicarboxylate